FC(C1CC2=C(NN=C2CC1)C(=O)N)(F)F 5-(trifluoromethyl)-4,5,6,7-tetrahydro-2H-indazole-3-carboxamide